C(C)OC1=C(C(N(C=C1)C1=CC=C(C=C1)C(F)(F)F)=O)C(=O)NC1=CC(=C(C=C1)OC1=C2C(=NC=C1)C=C(S2)C2=NC=C(C=C2)CNCCOC)F 4-ethoxy-N-(3-fluoro-4-{[2-(5-{[(2-methoxyethyl)amino]methyl}pyridin-2-yl)thieno[3,2-b]pyridin-7-yl]oxy}phenyl)-2-oxo-1-(4-(trifluoromethyl)phenyl)-1,2-dihydropyridine-3-carboxamide